FC1=C(C=CC(=C1[C@H]1CCC=2N(C1)C=NC2C=2NC=CN2)F)NS(=O)(=O)C=2C(=NC=C(C2)F)OC N-[2,4-difluoro-3-[(6R)-1-(1H-imidazol-2-yl)-5H,6H,7H,8H-imidazo[1,5-a]pyridin-6-yl]phenyl]-5-fluoro-2-methoxypyridine-3-sulfonamide